1-(2-Methyl-6-(trifluoromethyl)pyridin-4-yl)azetidin-3-yl 4-(azetidin-1-yl)-2-methyl-5,7-dihydro-6H-pyrrolo[3,4-d]pyrimidine-6-carboxylate N1(CCC1)C=1C2=C(N=C(N1)C)CN(C2)C(=O)OC2CN(C2)C2=CC(=NC(=C2)C(F)(F)F)C